4,7-difluoroindole-2,3-dione FC1=C2C(C(NC2=C(C=C1)F)=O)=O